CC1=NON=C1C1=NC2=C(N1CC=1C=[NH+]C=CC1)C=CC=C2 3-methyl-4-[1-[(1-pyridin-1-ium-3-yl)methyl]benzimidazol-2-yl]-1,2,5-oxadiazole